FC1=CC(=C(OC=2N=NC(=C(C2C(=O)NC2=CC(=CC=C2)[S@](=O)(=N)C)C=2C=NN(C2)C)C(F)(F)F)C=C1)C (S)-3-(4-fluoro-2-methylphenoxy)-5-(1-methyl-1H-pyrazol-4-yl)-N-(3-(S-methylsulfonimidoyl)phenyl)-6-(trifluoromethyl)pyridazine-4-carboxamide